ClC1=CC(=C(C=C1)NC(OCC(F)(F)F)=O)C(N[C@H](C(C(=O)NC)=O)C[C@H]1C(N[C@@H](C1)C)=O)=O 2,2,2-trifluoroethyl N-[4-chloro-2-[[(1S)-3-(methylamino)-1-[[(3S,5R)-5-methyl-2-oxo-pyrrolidin-3-yl]methyl]-2,3-dioxo-propyl]carbamoyl]phenyl]carbamate